Ethoxy-silan C(C)O[SiH3]